7-oxo-2,3,6,7-tetrahydro-1H-pyrrolo[2,3-c]pyridine O=C1NC=CC2=C1NCC2